C(CCCCC)P Hexylphosphine